2-(4-(2-amino-3,4-dimethylquinolin-7-yl)-1-methyl-1H-pyrazol-5-yl)-4-chloro-6-cyclopropyloxy-3-fluorobenzonitrile NC1=NC2=CC(=CC=C2C(=C1C)C)C=1C=NN(C1C1=C(C#N)C(=CC(=C1F)Cl)OC1CC1)C